2-[3,5-dichloro-4-[[3-(3,4-difluorophenyl)-4-hydroxy-phenyl]methyl]phenoxy]acetic acid ClC=1C=C(OCC(=O)O)C=C(C1CC1=CC(=C(C=C1)O)C1=CC(=C(C=C1)F)F)Cl